P(=O)O.C(C)(C)(C)C=1C=C(CP(OC)(OC)=O)C=C(C1O)C(C)(C)C dimethyl 3,5-di-tert-butyl-4-hydroxybenzylphosphonate (phosphanate)